C(CCC)C=1OC2=C(C1C(=O)C1=CC(=C(C(=C1)I)O)I)C=CC=C2 (2-butylbenzofuran-3-yl)(4-hydroxy-3,5-diiodophenyl)methanone